CC=1C(NC2=CC=CC=C2N1)=O methyl-quinoxalinone